C[C@H](C1=CC=CC=C1)NC(=O)C2=CC(=CC(=C2)[N+](=O)[O-])[N+](=O)[O-] (R)-(-)-N-(3,5-dinitrobenzoyl)-α-phenylethylamine